C(C1=CC=CC=C1)OC1=C2C=C(N(C2=CC=C1)C1=CC=C(C=C1)F)C1CCOCC1 4-benzyloxy-1-(4-fluorophenyl)-2-tetrahydropyran-4-yl-indole